CC1(OB(OC1(C)C)C=1C=NN(C1)C1=CC=NC=C1)C 4-(4-(4,4,5,5-tetramethyl-1,3,2-dioxaborolan-2-yl)-1H-pyrazol-1-yl)pyridine